(2r,3r)-(+)-tartaric acid [C@@H]([C@H](C(=O)O)O)(C(=O)O)O